SC(C=C)CCC 3-mercaptohexen